COC1=CC=C(C=C1)C1=NC=NC=N1 (4-methoxyphenyl)-1,3,5-triazine